N-(3-((2-((1-(2-(dimethylamino)ethyl)-3-methyl-1H-pyrazol-4-yl)amino)-5-(trifluoromethyl)pyrimidin-4-yl)amino)propyl)oxetane-3-carboxamide CN(CCN1N=C(C(=C1)NC1=NC=C(C(=N1)NCCCNC(=O)C1COC1)C(F)(F)F)C)C